ethyl 1,3,4-oxadiazoleacetate O1C(=NN=C1)CC(=O)OCC